(4-(2-(3,4-Dimethoxyphenyl)-1-methyl-1H-pyrrolo[3,2-c]pyridin-6-yl)-[1,4'-bipiperidin]-1'-yl)(phenyl)methanon COC=1C=C(C=CC1OC)C1=CC=2C=NC(=CC2N1C)C1CCN(CC1)C1CCN(CC1)C(=O)C1=CC=CC=C1